Hydroxymalonate OC(C(=O)[O-])C(=O)[O-]